ClC=1C(=C(C(=CC1N1CC(CC1)(CO)OCC)F)S(=O)(=O)N(C1=NC(=CC=C1)F)CC1=C(C=C(C=C1)OC)OC)F 3-chloro-N-(2,4-dimethoxybenzyl)-4-(3-ethoxy-3-(hydroxymethyl)pyrrolidin-1-yl)-2,6-difluoro-N-(6-fluoropyridin-2-yl)benzenesulfonamide